ClC=1C=C(C=CC1Cl)C(C1=NN=C(O1)C1CN(CC12CCC2)C(=O)OC(C)(C)C)(F)F tert-butyl 8-(5-((3,4-dichlorophenyl)difluoromethyl)-1,3,4-oxadiazol-2-yl)-6-azaspiro[3.4]octane-6-carboxylate